N-octadecenyl-2-formyl-3-hydroxypyridin-4-one C(=CCCCCCCCCCCCCCCCC)N1C(=C(C(C=C1)=O)O)C=O